1,2-difluorovinyl sulfite S(=O)(OC(=CF)F)[O-]